Cyclopropyl-(trifluoro)-borohydride C1(CC1)[B-](F)(F)F